2-(hydroxymethyl)pyridin OCC1=NC=CC=C1